tert-butyl N-(6-chloro-5-fluoro-3-pyridyl)carbamate ClC1=C(C=C(C=N1)NC(OC(C)(C)C)=O)F